sulfo-α-ketoglutaric acid S(=O)(=O)(O)C(C(C(=O)O)=O)CC(=O)O